FC1=C(C=CC=C1)[C@H]1[C@@H](C12C(C1=CC=CC=C1C2=O)=O)C(=O)OCC ethyl (2S,3S)-3-(2-fluorophenyl)-1',3'-dioxo-1',3'-dihydrospiro[cyclopropane-1,2'-indene]-2-carboxylate